4-[5-(2-Aminoethyl)pyrimidin-2-yl]-3-[(5-tert-butyl-2-methylpyrazol-3-yl)-(cyanomethoxy)methyl]benzonitrile NCCC=1C=NC(=NC1)C1=C(C=C(C#N)C=C1)C(OCC#N)C=1N(N=C(C1)C(C)(C)C)C